(2S,4R)-1-((R)-2-(2-naphthamido)-3-cyclohexylpropanoyl)-4-hydroxypyrrolidine-2-carboxylic Acid C1=C(C=CC2=CC=CC=C12)C(=O)N[C@@H](C(=O)N1[C@@H](C[C@H](C1)O)C(=O)O)CC1CCCCC1